FC1=C(C(=O)N[C@@H](C(=O)N2CCC3(C(C(N(C3=O)C)=O)C3=CC=CC=C3)CC2)C(C)C)C=CC=N1 2-fluoro-N-((2R)-3-methyl-1-(2-methyl-1,3-dioxo-4-phenyl-2,8-diazaspiro[4.5]decan-8-yl)-1-oxobutan-2-yl)nicotinamide